NC=1N=CC(=NC1N1N=CC=N1)C=1C=C(C=CC1C)[C@](CO)(C(F)(F)F)O (S)-2-(3-(5-Amino-6-(2H-1,2,3-triazol-2-yl)pyrazin-2-yl)-4-methylphenyl)-3,3,3-trifluoropropane-1,2-diol